2-[acetyl(benzyl)amino]-6-hydroxy-1-benzothiophene-3-carboxylic acid C(C)(=O)N(C=1SC2=C(C1C(=O)O)C=CC(=C2)O)CC2=CC=CC=C2